FC=1C(=C(C=CC1F)C(=O)N1CC(C1)(O)CNC1=CC(=CC=C1)F)NC1=C(C=C(C=C1)I)F 1-({3,4-difluoro-2-[(2-fluoro-4-iodophenyl)amino]phenyl}carbonyl)-3-{[(3-fluorophenyl)amino]methyl}azetidin-3-ol